1,5-difluoro-3-pentene FCCC=CCF